3-(5-((4-(2-chlorophenyl)piperidin-1-yl)methyl)-1-oxoisoindolin-2-yl)piperidine-2,6-dione ClC1=C(C=CC=C1)C1CCN(CC1)CC=1C=C2CN(C(C2=CC1)=O)C1C(NC(CC1)=O)=O